di(amino)phenyl-porphin NN1C=2C=CC1=CC=1C=CC(=CC3=CC(=C(N3N)C=C3C=CC(C2)=N3)C3=CC=CC=C3)N1